CS(=O)(=O)[O-].C(C)[N+]1(CCCC1)CCC 1-Ethyl-1-propylpyrrolidinium methansulfonat